O=C([C@H]([C@@H](C)OCC1CCOCC1)NC(OCC1=CC=C(C=C1)[N+](=O)[O-])=O)N1CCC2(COC2)CC1 4-Nitrobenzyl ((2S,3R)-1-oxo-1-(2-oxa-7-azaspiro[3.5]nonan-7-yl)-3-((tetrahydro-2H-pyran-4-yl)methoxy)butan-2-yl)carbamate